2-(4-chlorophenyl)-2-fluoropropanoic acid ClC1=CC=C(C=C1)C(C(=O)O)(C)F